CN(C(CCN1CC2=CC(=CC(=C2CC1)C)C=1N=C2C(=NC1)NC=C2C2=CC(=C(C(=O)N(C)C)C=C2)C)=O)C 4-(2-(2-(3-(dimethylamino)-3-oxopropyl)-5-methyl-1,2,3,4-tetrahydroisoquinolin-7-yl)-5H-pyrrolo[2,3-b]pyrazin-7-yl)-N,N,2-trimethylbenzamide